CN(C)C1=CN=CC=C1 N,N-dimethylpyridin-3-amine